5-hydroxy-N-(1-(4-methoxyphenyl)-2-oxo-2-((4-(trimethylsilyl)phenyl)amino)ethyl)-N-methyl-1,3,4-oxadiazole-2-carboxamide OC1=NN=C(O1)C(=O)N(C)C(C(NC1=CC=C(C=C1)[Si](C)(C)C)=O)C1=CC=C(C=C1)OC